glycerin monomyristate C(CCCCCCCCCCCCC)(=O)O.OCC(O)CO